NC=1N=C(SC1C(=O)C1=CC(=NO1)C(=O)NCCOC(F)(F)F)N(C1=CC=C(C=C1)F)[C@@H](C(=O)N)C |r| rac-5-[4-Amino-2-(N-(2-amino-1-methyl-2-oxoethyl)-4-fluoroanilino)thiazol-5-carbonyl]-N-[2-(trifluoromethoxy)ethyl]isoxazol-3-carboxamid